N-(2,2-difluoropropyl)-5-(quinoxalin-6-yl)-7H-pyrrolo[2,3-d]pyrimidin-2-amine FC(CNC=1N=CC2=C(N1)NC=C2C=2C=C1N=CC=NC1=CC2)(C)F